[18F]CCOCCOCC 2-(2-(2-[18F]fluoroethoxy)ethoxy)ethane